1,4-dihydroisoQuinolin-3-one C1NC(CC2=CC=CC=C12)=O